7-bromo-2-(heptane-4-yloxy)-N,N-bis(4-methoxybenzyl)imidazo[2,1-f][1,2,4]triazin-4-amine BrC1=CN=C2C(=NC(=NN21)OC(CCC)CCC)N(CC2=CC=C(C=C2)OC)CC2=CC=C(C=C2)OC